Nickel-nickel hydroxide [Ni](O)O.[Ni]